trans-aconitic acid, chloride C(C=C(C(=O)Cl)CC(=O)Cl)(=O)Cl